ethyl-2-fluorobenzaldehyde C(C)C=1C(=C(C=O)C=CC1)F